NCC=1C=C2CN(C(C2=C(C1)F)=O)C1CNCCC1 3-[5-(aminomethyl)-7-fluoro-1-oxo-2,3-dihydro-1H-isoindol-2-yl]Piperidine